4'-((2-butyl-4-oxo-1,3-diazaspiro[4.4]non-1-en-3-yl)methyl)-N-(4,5-dimethylisoxazol-3-yl)-2'-hydroxy-[1,1'-biphenyl]-2-sulfonamide C(CCC)C1=NC2(C(N1CC1=CC(=C(C=C1)C=1C(=CC=CC1)S(=O)(=O)NC1=NOC(=C1C)C)O)=O)CCCC2